(5S,7S)-5-(3-chlorophenyl)-2-(difluoromethylsulfonyl)-7-fluoro-6,7-dihydro-5H-pyrrolo[1,2-b][1,2,4]triazole ClC=1C=C(C=CC1)[C@@H]1C[C@@H](C=2N1N=C(N2)S(=O)(=O)C(F)F)F